6-(5-(3-fluoro-5-((7-fluorotetrazolo[1,5-a]quinolin-5-yl)(methyl)amino)phenyl)pyridin-2-yl)-5-thia-6-azaspiro[2.4]heptane 5,5-dioxide FC=1C=C(C=C(C1)N(C)C1=CC=2N(C3=CC=C(C=C13)F)N=NN2)C=2C=CC(=NC2)N2S(CC1(CC1)C2)(=O)=O